(3R)-3-(2-chlorothiazol-5-yl)-8-methyl-7-oxo-6-phenyl-2,3-dihydrothiazolo[3,2-a]pyrimidin-4-ium-5-olate ClC=1SC(=CN1)[C@H]1CSC2=[N+]1C(=C(C(N2C)=O)C2=CC=CC=C2)[O-]